ClC1=CC2=C(OCO2)C=C1Cl 5,6-dichloro-1,3-benzodioxole